dihydro-1,4-benzoxazine O1CCNC2=C1C=CC=C2